OC(C)C1=NN(N=C1)C1=CC(=C(C=N1)C#N)C 6-(4-(1-hydroxyethyl)-2H-1,2,3-triazol-2-yl)-4-methylpyridine-3-carbonitrile